3-fluoro-2-vinylphenol FC=1C(=C(C=CC1)O)C=C